N-(3-(5-((1-ethylpiperidin-4-yl)(methyl)amino)-3-(pyrimidin-5-yl)-1H-pyrrolo[3,2-b]Pyridin-1-yl)-2,4-difluorophenyl)-propane-1-sulfonamide monosuccinate C(CCC(=O)O)(=O)O.C(C)N1CCC(CC1)N(C1=CC=C2C(=N1)C(=CN2C=2C(=C(C=CC2F)NS(=O)(=O)CCC)F)C=2C=NC=NC2)C